C(C)(=O)C1=C2C=CC(NC2=C(C=C1)O)=O 5-acetyl-8-hydroxyquinolin-2(1H)-one